N1(CCCCC1)C1C(NC(CC1)=O)=O [1,3'-bipiperidine]-2',6'-dione